(R)-3-(1-(3-(5-((4-(4-amino-2-fluorophenyl)morpholin-2-yl)methoxy)pyrimidin-2-yl)Benzyl)-6-oxo-1,6-dihydropyridazin-3-yl)benzonitrile NC1=CC(=C(C=C1)N1C[C@@H](OCC1)COC=1C=NC(=NC1)C=1C=C(CN2N=C(C=CC2=O)C=2C=C(C#N)C=CC2)C=CC1)F